CC1OCC(OC1)CO (5-methyl-1,4-dioxan-2-yl)methanol